C(CCCCCCC)(=O)N1C(CCC1)=O Caprylyl-pyrrolidone